3-methyl-1-Propen-1,3-sultone CC1C=CS(=O)(=O)O1